N-Isopropyl-acrylamide tert-Butyl-N-[3-(3-amino-6-chloro-pyridazin-4-yl)-3-azabicyclo[3.2.1]octan-8-yl]carbamate C(C)(C)(C)OC(NC1C2CN(CC1CC2)C2=C(N=NC(=C2)Cl)N)=O.C(C)(C)NC(C=C)=O